3-bromo-N-((6-((3R,5S)-3,5-dimethylpiperazin-1-yl)pyridin-2-yl)methyl)-1-tosyl-1H-pyrrolo[3,2-c]pyridin-4-amine BrC1=CN(C2=C1C(=NC=C2)NCC2=NC(=CC=C2)N2C[C@H](N[C@H](C2)C)C)S(=O)(=O)C2=CC=C(C)C=C2